(S)-4-amino-7-fluoro-N,1-dimethyl-N-(6-((5,6,7,8-tetrahydroimidazo[1,2-a]pyridin-3-yl)ethynyl)-2,3-dihydrobenzofuran-3-yl)-1H-pyrazolo[4,3-c]quinoline-8-carboxamide NC1=NC=2C=C(C(=CC2C2=C1C=NN2C)C(=O)N([C@@H]2COC1=C2C=CC(=C1)C#CC1=CN=C2N1CCCC2)C)F